C(C)(C)(C)OC(=O)N1C(CNCC1)C(N[C@@H]1C(CCC1)=O)=O 2-(((S)-2-oxocyclopentyl)carbamoyl)piperazine-1-carboxylic acid tert-butyl ester